tert-butyl 4-(3-(2-fluorophenyl)-1-(pyrimidin-5-yl)-1H-pyrrolo[3,2-c]pyridin-4-yl)piperazine-1-carboxylate FC1=C(C=CC=C1)C1=CN(C2=C1C(=NC=C2)N2CCN(CC2)C(=O)OC(C)(C)C)C=2C=NC=NC2